C1(CC1)C=1C=NN2C1N=C(C=C2NC2=CC(=CC=C2)S(=O)(=O)C2CC2)NC[C@H]2[C@@H](CNCC2)O (3S,4S)-4-(((3-cyclopropyl-7-((3-(cyclopropylsulfonyl)phenyl)amino)pyrazolo[1,5-a]pyrimidin-5-yl)amino)methyl)piperidin-3-ol